CC1C(CCC(=C1)C)C(=O)CCCC butyl (2,4-dimethyl-3-cyclohexen-1-yl) ketone